N,N-bis(cis-4-isopropylcyclohexyl)-5-(cis-4-t-pentylcyclohexylcarbonylamino)-isophthalamide C(C)(C)[C@H]1CC[C@H](CC1)N(C(C1=CC(C(=O)N)=CC(=C1)NC(=O)[C@@H]1CC[C@@H](CC1)C(C)(C)CC)=O)[C@@H]1CC[C@@H](CC1)C(C)C